OC=1C=C(C=C2C(C=C(OC12)C1=CC=C(C=C1)OC)=O)CC=1OC=C(C1)C 8-hydroxy-4'-methoxy-6-((4-methylfuran-2-yl)methyl)-flavone